C(C)(=O)O[C@]1(CC(=NO1)C1=CC=C(C=C1)C=1C=NN(C1)CC)C(F)(F)F (5S)-3-[4-(1-ethyl-1H-pyrazol-4-yl)phenyl]-5-(trifluoromethyl)-4,5-dihydro-1,2-oxazol-5-yl acetate